decanic acid C(CCCCCCCCC)(=O)O